FC=1C=NC(N(C1)C1=CC=C(C=C1)C)N1C(=NC2=C1C=C(C=C2)F)C 5-fluoro-2-(6-fluoro-2-methyl-1H-benzimidazol-1-yl)-N-(4-methylphenyl)pyrimidine